(2S)-N-[4-(3-Cyanophenyl)-5-(2,6-dimethyl-4-pyridyl)thiazol-2-yl]-2-methyl-piperazine-1-carboxamide C(#N)C=1C=C(C=CC1)C=1N=C(SC1C1=CC(=NC(=C1)C)C)NC(=O)N1[C@H](CNCC1)C